(2-(hydroxyamino)-2-oxoethyl)phosphonic acid diisoamyl ester C(CC(C)C)OP(OCCC(C)C)(=O)CC(=O)NO